ClC=1C=C2C=C(NC2=CC1)CNC(N(C1CN(CCC1)C(=O)C=1SC(=CN1)C)C)=O 3-[(5-chloro-1H-indol-2-yl)methyl]-1-methyl-1-[1-(5-methyl-1,3-thiazole-2-carbonyl)piperidin-3-yl]urea